OC1=CC=C2C(CC(OC2=C1)C1=CC(=C(C=C1)O)OC)=O 7,4'-dihydroxy-3'-methoxyflavanone